3,4,6-trichloro-2-(2,3,5-trichloro-6-hydroxyphenyl)sulfonylphenol ClC=1C(=C(C(=CC1Cl)Cl)O)S(=O)(=O)C1=C(C(=CC(=C1O)Cl)Cl)Cl